FC1=CC=C(C2=CC=CC=C12)C1=C(C=CC=C1NC1=CC=CC=C1)NC1=CC=CC=C1 2-(4-fluoronaphthalen-1-yl)-N1,N3-diphenylbenzene-1,3-diamine